(+)-cis-6-[4-(6-Fluoro-1H-indol-3-yl)piperidine-1-carbonyl]-4,4a,5,7,8,8a-hexahydropyrido[4,3-b][1,4]oxazin-3-one FC1=CC=C2C(=CNC2=C1)C1CCN(CC1)C(=O)N1C[C@@H]2[C@@H](OCC(N2)=O)CC1